sodium difluoroborate (phosphate) P(=O)([O-])(O)O.B(O)(F)F.[Na+]